Cl.N[C@H](C(=O)NC=1SC2=C(N1)C=CC(=C2)OC(F)(F)F)CC2=CC=CC=C2 (S)-2-amino-3-phenyl-N-(6-(trifluoromethoxy)benzo[d]thiazol-2-yl)propanamide Hydrochloride